tert-butyl (3-((5-(benzylamino)-2-chloropyrimidin-4-yl)amino)phenyl)carbamate C(C1=CC=CC=C1)NC=1C(=NC(=NC1)Cl)NC=1C=C(C=CC1)NC(OC(C)(C)C)=O